Copper (II) Dichloro(1,10-phenanthroline) ClC=1C(=NC2=C3N=CC=CC3=CC=C2C1)Cl.[Cu+2]